(3Z)-14,14-dipropoxy-3-tetradecene-1-ol C(CC)OC(CCCCCCCCC\C=C/CCO)OCCC